6-(4-methoxyphenyl)-2-oxo-3H-imidazo[4,5-b]Pyridine COC1=CC=C(C=C1)C=1C=C2C(=NC1)NC(N2)=O